trichloro[1,2-bis(5,5-dimethyl-1,3,2-dioxaphosphorinan-2-yl)benzene] ClC=1C(=C(C(=C(C1)P1OCC(CO1)(C)C)P1OCC(CO1)(C)C)Cl)Cl